O(C1=CC=CC=C1)C1=CC=C(C=C1)N1N=C2N(CCNC2=C1C(=O)N)C1CN(C1)C(C=C)=O 2-(4-phenoxyphenyl)-7-[1-(prop-2-enoyl)azetidin-3-yl]-4,5,6,7-tetrahydro-2H-pyrazolo[3,4-b]pyrazine-3-carboxamide